(S)-N-(4-(benzylthio)phenyl)-2-(methylamino)-3-phenylpropionamide C(C1=CC=CC=C1)SC1=CC=C(C=C1)NC([C@H](CC1=CC=CC=C1)NC)=O